1-methyl-1-pentylpiperidinium bis(trifluoromethanesulfonyl)imide salt [N-](S(=O)(=O)C(F)(F)F)S(=O)(=O)C(F)(F)F.C[N+]1(CCCCC1)CCCCC